methyl 4-(4-methoxy-3-nitrophenyl)furan-3-carboxylate COC1=C(C=C(C=C1)C=1C(=COC1)C(=O)OC)[N+](=O)[O-]